tetrabromo-biphenyl BrC=1C(=C(C(=C(C1)C1=CC=CC=C1)Br)Br)Br